N-(6-bromo-3-methylpyridin-2-yl)-5-methyl-2-azabicyclo[3.1.0]Hexane-3-carboxamide BrC1=CC=C(C(=N1)NC(=O)C1NC2CC2(C1)C)C